2-(3,3-difluoroazetidin-1-yl)-5-methoxypyrimidin-4-amine FC1(CN(C1)C1=NC=C(C(=N1)N)OC)F